5-(2,4-dimethoxyphenyl)-N-[2-(6-methoxy-2-pyridyl)-2-(1-methylpyrazol-4-yl)propyl]isoxazole-3-carboxamide COC1=C(C=CC(=C1)OC)C1=CC(=NO1)C(=O)NCC(C)(C=1C=NN(C1)C)C1=NC(=CC=C1)OC